(2S,4R)-N-(6-bromo-4-methoxypyridin-2-yl)-4-fluoropyrrolidine-2-carboxamide BrC1=CC(=CC(=N1)NC(=O)[C@H]1NC[C@@H](C1)F)OC